C(C)(C)OC=1C(=CC2=CN(N=C2C1)C12COC(C1)(C2)C)C(=O)NC=2C(N(C=CC2)C2C(C2)C)=O 6-isopropoxy-2-(1-methyl-2-oxabicyclo[2.1.1]hex-4-yl)-N-(1-(2-methylcyclopropyl)-2-oxo-1,2-dihydropyridin-3-yl)-2H-indazole-5-carboxamide